C12(CC3CC(CC(C1)C3)C2)CN2N=CC(=C2C)C=2C(=C3C(=NC2)NC=N3)C(=O)OC methyl 6-(1-(adamantan-1-ylmethyl)-5-methyl-1H-pyrazol-4-yl)-3H-imidazo[4,5-b]pyridine-7-carboxylate